C1(CCC1)OC=1C(=CC2=CN(N=C2C1)[C@@]12CO[C@@](CC1)(C2)C)C(=O)NC=2C(N(C=CC2)C2CC2)=O 6-cyclobutoxy-N-(1-cyclopropyl-2-oxo-1,2-dihydropyridin-3-yl)-2-((1S,4S)-1-methyl-2-oxabicyclo[2.2.1]heptan-4-yl)-2H-indazole-5-carboxamide